C(C)S(=O)(=O)O.CN(C(CC1=CC=C(C=C1)C1=NC=CC=C1)=O)C=1SC(=C(N1)C)S(N)(=O)=O N-methyl-N-(4-methyl-5-sulfamoylthiazol-2-yl)-2-(4-(pyridin-2-yl)phenyl)acetamide Ethanesulfonate Salt